FC(C(=O)N1CCN(CC1)C1(CCOCC1)C1=CC=C(C=C1)[C@H](C)NC=1N=CC2=C(N1)N(C(C=C2)=O)C(C)C)=C 2-{[(1S)-1-(4-{4-[4-(2-fluoroacryloyl)piperazin-1-yl]tetrahydro-2H-pyran-4-yl}phenyl)ethyl]amino}-8-(propan-2-yl)pyrido[2,3-d]pyrimidin-7(8H)-one